sodium 2,4-dichloro-5-sulfonylbenzoate ClC=1C(C(=O)[O-])=CC(C(C1)Cl)=S(=O)=O.[Na+]